5-(3,5-dichloro-4-hydroxybenzamido)-2-(tetrahydro-2H-pyran-4-yl)-N-(2-(trifluoromethyl)benzyl)thiazole-4-carboxamide ClC=1C=C(C(=O)NC2=C(N=C(S2)C2CCOCC2)C(=O)NCC2=C(C=CC=C2)C(F)(F)F)C=C(C1O)Cl